FC(C1=NC=CC=C1C(=O)NC1=C2C(CC(C2=CC=C1)(C)C)CC)F 2-(difluoromethyl)-N-[3-ethyl-1,1-dimethyl-indan-4-yl]pyridine-3-carboxamide